C(C)S(=O)(=O)C1=CC=C(CNC(C2=CC=C(C=C2)N2[C@@H](CCC(C2)C2=CC=C(C=C2)C(F)(F)F)CN2CCCCC2)=O)C=C1 N-(4-(ethylsulfonyl)benzyl)-4-((2S)-2-(piperidin-1-ylmethyl)-5-(4-(trifluoromethyl)phenyl)piperidin-1-yl)benzamide